OCC1CCC(CC1)N1N=C2C=C(C(=CC2=C1)N1CN=C(C(=C1)C(=O)N)C(F)(F)F)C(C)(C)O 1-N-(2-((1r,4r)-4-(hydroxymethyl)cyclohexyl)-6-(2-hydroxypropan-2-yl)-2H-indazol-5-yl)-4-(trifluoromethyl)pyrimidine-5-carboxamide